1-methyl-1H-pyrazole-4-boronic acid-3,5-13C2 CN1N=[13CH]C(=[13CH]1)B(O)O